2-(1,3-dioxoisoindolin-2-yl)-4-(1H-imidazol-5-yl)butanoic acid O=C1N(C(C2=CC=CC=C12)=O)C(C(=O)O)CCC1=CN=CN1